4-hydroxy-6-(2-methoxyethoxy)-2-oxo-1,2-dihydroquinoline-3-carbonitrile OC1=C(C(NC2=CC=C(C=C12)OCCOC)=O)C#N